ethyl 4-chloro-3-methyl-5,6,7,8-tetrahydro-1,7-naphthyridine-2-carboxylate ClC1=C(C(=NC=2CNCCC12)C(=O)OCC)C